triisopropyl-silyl chloride C(C)(C)[Si](C(C)C)(C(C)C)Cl